tri-tert-butyl 1,4,7,10-tetraazacyclododecane-1,4,7-triacetate N1(CCN(CCN(CCNCC1)CC(=O)OC(C)(C)C)CC(=O)OC(C)(C)C)CC(=O)OC(C)(C)C